[Na+].FC1CC2C(C(C3=C(NC2S(=O)(=O)[O-])C=CC(=C3)OC)=O)C1 2-fluoro-8-methoxy-10-oxo-1,2,3,3a,4,5,10,10a-octahydrobenz[b]cyclopenta[e]azepine-4-sulfonic acid sodium salt